ClC1=C(C=C(C(=C1)F)C1=NC(=NC2=CC(=CC=C12)N1CCOCC1)Cl)C(O)C=1N=NC(=CC1)OC [2-Chloro-5-(2-chloro-7-morpholin-4-yl-quinazolin-4-yl)-4-fluorophenyl]-(6-methoxy-pyridazin-3-yl)-methanol